FC1=CC=C(C=C1)S(=O)(=O)C1CNC2=C(O1)C(=CN=C2)C2=CC=C(C#N)C=C2 4-((4-fluorobenzenesulfonyl)-3,4-dihydro-2H-pyrido[4,3-b][1,4]oxazine-8-yl)benzonitrile